(2R,4R)-4-[(1R,3aS,3bS,7S,9aR,9bS,11aR)-7-hydroxy-9a,11a-dimethyl-2,3,3a,3b,4,6,7,8,9,9a,9b,10,11,11a-tetradecahydro-1H-cyclopenta[a]phenanthren-1-yl]-N-methoxy-N,2-dimethylpentanamide O[C@H]1CC[C@@]2([C@H]3CC[C@]4([C@H]([C@@H]3CC=C2C1)CC[C@@H]4[C@@H](C[C@H](C(=O)N(C)OC)C)C)C)C